O1C[C@@H](CC1)N (3R)-oxolan-3-amine